N1N=CC(=C1)C1=CC=C(C=C1)NC1=NC(=NC=C1)C1=C(C=C2C=C(NC2=C1)C(=O)N(C)C)Cl 6-(4-((4-(1H-pyrazol-4-yl)phenyl)amino)pyrimidin-2-yl)-5-chloro-N,N-dimethyl-1H-indole-2-carboxamide